FC1(CS(=O)(=O)CC1)C(F)(F)F 3-fluoro-3-(trifluoromethyl)sulfolane